tert-butyl-3-((6-((tert-butoxycarbonyl)(4,4-difluorocyclohexyl)amino)-2-(4-formylthiazol-2-yl)pyrimidin-4-yl)oxy)azetidine-1-carboxylate C(C)(C)(C)OC(=O)N1CC(C1)OC1=NC(=NC(=C1)N(C1CCC(CC1)(F)F)C(=O)OC(C)(C)C)C=1SC=C(N1)C=O